CC(C(=O)OCC[N+](C)(C)C)=C [2-(2-methylacryloxy)ethyl]trimethylammonium